ClC1=C2C(C[C@@]3(C2=CC=C1)CC(CCC3)=O)(O)C(F)F (1R)-4'-chloro-3'-(difluoromethyl)-3'-hydroxy-2',3'-dihydrospiro[cyclohexane-1,1'-indene]-3-one